N-{(5R)-8-chloro-1-[trans-4-(pyridin-2-yloxy)cyclohexyl]-5,6-dihydro-4H-[1,2,4]triazolo[4,3-a][1]benzazepin-5-yl}-2-hydroxy-2-methylpropanamide ClC=1C=CC2=C(C[C@H](CC=3N2C(=NN3)[C@@H]3CC[C@H](CC3)OC3=NC=CC=C3)NC(C(C)(C)O)=O)C1